The molecule is a 3beta-hydroxy steroid that is (5alpha)-androstane substituted by a beta-hydroxy group at position 3 and an oxo group at position 17. It has a role as an androgen and a human metabolite. It is a 17-oxo steroid, a 3beta-hydroxy steroid and an androstanoid. It derives from a 5alpha-androstane. C[C@]12CC[C@@H](C[C@@H]1CC[C@@H]3[C@@H]2CC[C@]4([C@H]3CCC4=O)C)O